tert-butyl 2-(2-(4-hydroxyphenyl)-6-oxo-5-((3-phenylpropyl) amino)pyrimidin-1(6H)-yl)acetate OC1=CC=C(C=C1)C=1N(C(C(=CN1)NCCCC1=CC=CC=C1)=O)CC(=O)OC(C)(C)C